(tert-butoxycarbonyl)glycine C(C)(C)(C)OC(=O)NCC(=O)O